2-(methylthio)-7H-pyrrolo[2,3-d]pyrimidine CSC=1N=CC2=C(N1)NC=C2